isobutyl acrylate C(C=C)(=O)OCC(C)C